FC1=C(C=C(C=C1)CC1=NNC(C2=CC=CC=C12)=O)C1=CC2=C(NC(=N2)NC(OC2COC2)=O)C=C1 Oxetan-3-yl (5-(2-fluoro-5-((4-oxo-3,4-dihydrophthalazin-1-yl)methyl)phenyl)-1H-benzoimidazol-2-yl)carbamate